methylLithium hydroxide monohydrate O.[OH-].C[Li]